N-((1R)-3-Cyano-3-azabicyclo[3.1.0]hexan-1-yl)-4-(3-((4-fluorophenyl)thio)pyridin-4-yl)benzamid C(#N)N1C[C@]2(CC2C1)NC(C1=CC=C(C=C1)C1=C(C=NC=C1)SC1=CC=C(C=C1)F)=O